2',6-dimethyl-(4,4'-bipyridine)-3-carboxylic acid methyl ester COC(=O)C=1C=NC(=CC1C1=CC(=NC=C1)C)C